FC(N1N=C(C=C1)C=1C(=C2C(=NC(=NN2C1)C=1N(C=CN1)C)NC1=NC=CC(=N1)OC)C)F 6-(1-(Difluoromethyl)-1H-pyrazol-3-yl)-N-(4-methoxypyrimidin-2-yl)-5-methyl-2-(1-methyl-1H-imidazol-2-yl)pyrrolo[2,1-f][1,2,4]triazin-4-amine